Cl.NCC[C@H]1C[C@@H](CCC1)OC1=C(C=CC(=C1)C)S(=O)(=O)N1[C@@H](CCC1)C(=O)OC |o1:4,6| Methyl ((2-(((1R*,3S*)-3-(2-aminoethyl)cyclohexyl)oxy)-4-methylphenyl)sulfonyl)-L-prolinate hydrochloride